ClC1=CC(=C(C=C1)/C=C/C(=O)N[C@H](C(=O)NNC(OC(C)(C)C)=O)CC(C)C)F tert-butyl N-[[(2S)-2-[[(E)-3-(4-chloro-2-fluoro-phenyl)prop-2-enoyl]amino]-4-methyl-pentanoyl]amino]carbamate